C(C1=CC=CC=C1)(=O)NNC(=O)N1C(CCC1)C(=O)NC=1C=NC=CC1 (2-benzoylhydrazine-1-carbonyl)-N-(pyridin-3-yl)pyrrolidine-2-carboxamide